1-[(2S)-2-[5-(1-benzofuran-5-sulfonyl)-1H,2H,3H,4H,5H,6H-pyrrolo[3,4-c]pyrrole-2-carbonyl]pyrrolidin-1-yl]-2-phenylethan-1-one O1C=CC2=C1C=CC(=C2)S(=O)(=O)N2CC1=C(C2)CN(C1)C(=O)[C@H]1N(CCC1)C(CC1=CC=CC=C1)=O